C(CCC)NCCC[Si](OC)(OC)OC (N-butyl)-3-aminopropyltrimethoxysilane